1-(2-adamantyloxy)-3-(4-morpholinyl)-2-propanol C12C(C3CC(CC(C1)C3)C2)OCC(CN2CCOCC2)O